N=C(CCCSCCC(=O)OCCCCCCCCC)NCCCN(CCCNC(CCCSCCC(=O)OCCCCCCCCC)=N)CCCNC(CCSCCC(=O)OCCCCCCCCC)=N dinonyl 8,18-diimino-13-(3-(3-((3-(nonyloxy)-3-oxopropyl)thio)propanimidamido)propyl)-4,22-dithia-9,13,17-triazapentacosanedioate